N-(2-(methylamino)-2-oxo-ethyl)acrylamide CNC(CNC(C=C)=O)=O